C(C)(C)(C)OC(=O)N1[C@H](CCC1)COC=1C=CC(=C2C=CNC12)C#C[Si](C(C)C)(C(C)C)C(C)C (R)-7-((1-(tert-butoxycarbonyl)pyrrolidin-2-yl)methoxy)-4-((triisopropylsilyl)ethynyl)-1H-indole